2-(hydroxymethyl)-6-((R)-1-(2-(trifluoromethyl)-4-(5-(trifluoromethyl)pyrazin-2-yl)phenyl)ethyl)tetrahydro-2H-pyran-3,4,5-triol OCC1OC(C(C(C1O)O)O)[C@H](C)C1=C(C=C(C=C1)C1=NC=C(N=C1)C(F)(F)F)C(F)(F)F